FC(C=1C=C(C=C(C1)C(F)(F)F)C(=O)N1[C@H](CCC1)C1=NC=NN1C1=NC=CC=N1)(F)F (R)-{3,5-bis(trifluoromethyl)phenyl}[2-{1-(pyrimidin-2-yl)-1H-1,2,4-triazol-5-yl}pyrrolidin-1-yl]methanone